(S)-Lactaldehyd C([C@@H](O)C)=O